FC1=NN2C(N=CC=C2)=C1C(=O)NC=1C=NC=C(C1N1CCC(CC1)C(=O)N1CCN(CC1)C1COC1)F fluoro-N-(5-fluoro-4-(4-(4-(oxetan-3-yl)piperazine-1-carbonyl)piperidin-1-yl)pyridin-3-yl)pyrazolo[1,5-a]pyrimidine-3-carboxamide